CC1=CN(C2=CC(=CC=C12)C)C1=C(C=CC2=CC=CC=C12)O 1-(3,6-Dimethyl-1H-indol-1-yl)naphthalen-2-ol